4-Hydroxy-4-(5H-imidazo[5,1-a]isoindol-5-yl)cyclohexan-1-carbonitril OC1(CCC(CC1)C#N)C1N2C(C3=CC=CC=C13)=CN=C2